NC=1C2=C(N=CN1)N(C=C2C2=CC=C(C=1N2C=CN1)NC(=O)NC1=CC(=C(C=C1)CN1CCN(CC1)C)C(F)(F)F)C1CC(C1)O 1-(5-(4-amino-7-(3-hydroxy-cyclobutyl)-7H-pyrrolo[2,3-d]pyrimidin-5-yl)imidazo[1,2-a]pyridin-8-yl)-3-(4-((4-meth-ylpiperazin-1-yl)methyl)-3-(trifluoromethyl)phenyl)urea